C(C)(C)(C)OC(=O)N1[C@@H](CN(CC1)CC(F)F)C (R)-4-(2,2-difluoroethyl)-2-methylpiperazine-1-carboxylic acid tert-butyl ester